CC1=C(C(=O)NNC(=O)C2CCN(CC2)C(=O)OC(C)(C)C)C=CC=C1 tert-butyl 4-[2-(2-methylbenzoyl)hydrazinecarbonyl]piperidine-1-carboxylate